P(=O)(OC(CC)CC)(OC(CC)CC)OC1=CC=CC=C1 di(3-pentyl) phenyl phosphate